3-(((R)-1-(2-hydroxyethyl)piperidin-3-yl)azetidin-1-yl)-1H-pyrazolo[4,3-b]pyridine-3-carbonitrile OCCN1C[C@@H](CCC1)C1N(CC1)C1(NNC=2C1=NC=CC2)C#N